COC=1C=C2C(=NC=NC2=CC1OC)NC1=CC=C(OCC(=O)N(C)C)C=C1 2-(4-((6,7-dimethoxyquinazolin-4-yl)amino)phenoxy)-N,N-dimethylacetamide